O=C1NC(CC[C@@H]1N1C(C2=CC=C3C(=C2C1)OCC31CCN(CC1)CC=1C=C(C=CC1)NC(C(F)(F)F)=O)=O)=O (S)-N-(3-((7-(2,6-dioxopiperidin-3-yl)-6-oxo-7,8-dihydro-2H,6H-spiro[furo[2,3-e]isoindole-3,4'-piperidin]-1'-yl)methyl)phenyl)-2,2,2-trifluoroacetamide